(5-(3-chloro-4-cyclopropylphenyl)-2,3-dihydro-1H-inden-1-yl)piperidine-4-carboxylic acid ClC=1C=C(C=CC1C1CC1)C=1C=C2CCC(C2=CC1)N1CCC(CC1)C(=O)O